CC1=CC=C(C=C1)S(=O)(=O)O 4-methyl-benzene-1-sulfonic acid